FC1=CC(=C(C=N1)CN1N=CC(=C1)CNC1=NC=2N([C@@H](C(NC2C(=N1)C)=O)C(C)C)C)C (R)-2-(((1-((6-fluoro-4-methylpyridin-3-yl)methyl)-1H-pyrazol-4-yl)methyl)amino)-7-isopropyl-4,8-dimethyl-7,8-dihydropteridin-6(5H)-one